FC(OC1=NC=CC=C1C1=NC=C2N(C(N(C2=N1)CC1=CC=C(C=C1)C=1N(C=C(N1)C(F)(F)F)C)=N)CC(F)(F)F)F 2-[2-(difluoromethoxy)-3-pyridyl]-9-[[4-[1-methyl-4-(trifluoromethyl)imidazol-2-yl]phenyl]methyl]-7-(2,2,2-trifluoroethyl)purin-8-imine